BrC1=C(C(=O)O)C=CC(=C1)N1CCN(CC1)C(=O)OC(C)(C)C 2-bromo-4-[4-(tert-butyloxycarbonyl)piperazin-1-yl]Benzoic acid